O=C1C=CNC2=CC=CC=C12 4-OXO-1,4-DIHYDROQUINOLINE